ClC1=C(C=CC=2C3=C(NC12)CCN([C@H]3C)C(=O)C=3NC(=CN3)O)Cl (S)-(6,7-dichloro-1-methyl-1,3,4,5-tetrahydro-2H-pyrido[4,3-b]indol-2-yl)(5-hydroxy-1H-imidazol-2-yl)methanone